[(3S)-pyrrolidin-3-yl]6-[5-(6-methyl-2-pyridyl)-1H-pyrazol-4-yl]quinoline-3-carboxylate N1C[C@H](CC1)OC(=O)C=1C=NC2=CC=C(C=C2C1)C=1C=NNC1C1=NC(=CC=C1)C